TetraGlycidyl-DiaminoDiphenyl-Methane C(C1CO1)C=1C(=C(C(=C(C1)C(C1=CC=CC=C1)(N)N)CC1CO1)CC1CO1)CC1CO1